C(C)(C)(C)OC(=O)N1CCN(CC1)C1=C(C=C(C(=C1)OCCS(=O)C)F)F 4-(2,4-difluoro-5-(2-(methylsulfinyl)ethoxy)phenyl)-piperazine-1-carboxylic acid tert-butyl ester